C1(CCC1)C=1C(=NN(C1C1=CC=C(C=C1)F)C)NC(C[C@@H]1C(C1)(C)C)=O (R)-N-(4-cyclobutyl-5-(4-fluorophenyl)-1-methyl-1H-pyrazol-3-yl)-2-(2,2-dimethylcyclopropyl)acetamide